N(=C=O)CCCCCN=C=O 1,5-diisocyanato-pentane